6-(((tert-butyl-dimethyl-silyl)oxy)methyl)-4-(4-methoxyphenyl)-3,6-dihydropyridin C(C)(C)(C)[Si](OCC1C=C(CC=N1)C1=CC=C(C=C1)OC)(C)C